formyl-cyclopropane phenylhydrazone C1(=CC=CC=C1)NN=CC1CC1